(5-Nitrofuran-2-yl)Methyl ((Perfluoro-Phenoxy)-(Phenoxy)-Phosphoryl)-L-Alaninate FC1=C(OP(=O)(OC2=CC=CC=C2)N[C@@H](C)C(=O)OCC=2OC(=CC2)[N+](=O)[O-])C(=C(C(=C1F)F)F)F